C1CCC2=CC(=CC=C12)NC(C1=CC(=CC=C1)S(N(C1=CC=C(C=C1)C)C)(=O)=O)=O N-(2,3-dihydro-1H-inden-5-yl)-3-(N-methyl-N-(p-tolyl)sulfamoyl)benzamide